C(C)(C)(C)C1=C(C=CC=C1)C1=CC=CC2=C(C3=CC=CC=C3C(=C12)C1=CC2=CC=CC=C2C=C1)C1=CC2=CC=CC=C2C=C1 2-t-butylPhenyl-9,10-bis(naphthalen-2-yl)anthracene